2-((5-fluorobenzo[d]oxazol-2-yl)amino)benzo[d]oxazol FC=1C=CC2=C(N=C(O2)NC=2OC3=C(N2)C=CC=C3)C1